(2s,6s)-6-((4-bromophenoxy)methyl)-2-(iodomethyl)-2-(methoxymethyl)-1,4-dioxane BrC1=CC=C(OC[C@@H]2COC[C@@](O2)(COC)CI)C=C1